FC1=C(C(=CC=C1C)OC)OB(O)O 2-fluoro-6-methoxy-3-methylphenyl-boric acid